3-(4-(((1-(3-(2,3-dichlorophenyl)-1H-pyrazolo[3,4-b]pyrazin-6-yl)-4-methylpiperidin-4-yl)amino)methyl)-2-fluorophenyl)piperidine-2,6-dione ClC1=C(C=CC=C1Cl)C1=NNC2=NC(=CN=C21)N2CCC(CC2)(C)NCC2=CC(=C(C=C2)C2C(NC(CC2)=O)=O)F